ClC=1C=CC(=C(C1)C1=CC(N(C=C1OC)C(C(=O)OC(C)(C)C)CCOC)=O)N1C=NC(=C1)C(F)(F)F tert-Butyl 2-[4-{5-chloro-2-[4-(trifluoromethyl)-1H-imidazol-1-yl]phenyl}-5-methoxy-2-oxopyridin-1(2H)-yl]-4-methoxybutanoate